C(C1=CC=CC=C1)S(=O)(=O)OC1=CC=C(C=C1)NC(=O)NC1=CC=C(C=C1)OS(=O)(=O)CC1=CC=CC=C1 N,N'-di-[4-(benzylsulfonyloxy)phenyl]urea